O=C1NC(CCC1N1C(N(C2=C1C=CC=C2CN2CC(C2)OCC2CCN(CC2)C(=O)OC(C)(C)C)C)=O)=O tert-butyl 4-[[1-[[1-(2,6-dioxo-3-piperidyl)-3-methyl-2-oxo-benzimidazol-4-yl]methyl] azetidin-3-yl]oxymethyl]piperidine-1-carboxylate